C(C)(C)(C)OC(=O)N1C2=C(OCC1)C=CC(=N2)Br 6-bromo-2H-pyrido[3,2-b][1,4]Oxazine-4(3H)-carboxylic acid tert-butyl ester